N-(4-(2,5-difluorophenyl)-2-((6R)-6-methylmorpholin-2-yl)pyridin-3-yl)-2-isopropylpyrimidine-5-carboxamide hydrochloride Cl.FC1=C(C=C(C=C1)F)C1=C(C(=NC=C1)C1CNC[C@H](O1)C)NC(=O)C=1C=NC(=NC1)C(C)C